CC(CCCCCCCCCCCCCCCN)(C)C 16,16-dimethylheptadecan-1-amine